N-(1-(6,7-dihydro-5H-pyrrolo[1,2-a]imidazol-3-yl)-4-(trimethylsilyl)but-3-yn-1-yl)-2-methylpropan-2-sulfinamide N1=C2N(C(=C1)C(CC#C[Si](C)(C)C)NS(=O)C(C)(C)C)CCC2